C(C1=CC=CC=C1)OC1=C(C=C(C=N1)C1OCC[C@@H](C1)C(=O)O)C (4S)-2-(6-benzyloxy-5-methyl-3-pyridyl)tetrahydropyran-4-carboxylic acid